FC1=CC=C(C=C1)C(CC1=CC=CC=C1)O 1-(4-fluorophenyl)-2-phenylethanol